C(C)(C)N(P(O)Cl)C(C)C.C(#C)C=1SC=C(N1)C(=O)NCC1=NC=CC=C1 2-ethynyl-N-(pyridin-2-ylmethyl)thiazole-4-carboxamide di-isopropylchlorophosphoramidite